[[5-[3-[4-(trifluoromethyl)anilino]pyrazin-2-yl]-1,3,4-oxadiazol-2-yl]methyl]carbamate FC(C1=CC=C(NC=2C(=NC=CN2)C2=NN=C(O2)CNC([O-])=O)C=C1)(F)F